(4-chloro-3-fluorophenyl)-N-[(4-isopropyl-2,5-dioxoimidazolidin-4-yl)methyl]-2H-1,2,3-triazole-4-carboxamide ClC1=C(C=C(C=C1)N1N=CC(=N1)C(=O)NCC1(NC(NC1=O)=O)C(C)C)F